NC1=NC=2C=CC(=CC2C2=C1C=NN2C)C(=O)N(CC2=CC=C(C=C2)S(F)(F)(F)(F)F)C 4-amino-N,1-dimethyl-N-(4-(pentafluoro-lambda~6~-sulfanyl)benzyl)-1H-pyrazolo[4,3-c]quinoline-8-carboxamide